C(C)(C)(C)OC(=O)N1C[C@@H]([C@H](CC1)CNC1=NC=2N(C(=N1)NC1=CC(=CC=C1)NC(C=C)=O)N=CC2C(C)C)O (3R,4R)-4-(((4-((3-acrylamidophenyl)amino)-8-isopropylpyrazolo[1,5-a][1,3,5]Triazin-2-yl)amino)methyl)-3-hydroxypiperidine-1-carboxylic acid tert-butyl ester